tert-butyl 4-(1-(3-chloro-6-(4-(4-methyl-1-(oxetan-3-yl)-1H-pyrazol-5-yl)piperidin-1-yl)-2-(trifluoromethyl)pyridin-4-yl)azetidin-3-yl)piperazine-1-carboxylate ClC=1C(=NC(=CC1N1CC(C1)N1CCN(CC1)C(=O)OC(C)(C)C)N1CCC(CC1)C1=C(C=NN1C1COC1)C)C(F)(F)F